(5-methyl-2-((1-(piperidin-4-yl)-1H-pyrazol-4-yl)amino)pyrimidin-4-yl)benzoic acid methyl ester hydrochloride Cl.COC(C1=C(C=CC=C1)C1=NC(=NC=C1C)NC=1C=NN(C1)C1CCNCC1)=O